C(C)OC(=O)C1=CC=2C(=NC(=CC2)CN2CCN(CC2)CC)S1 6-((4-ethylpiperazin-1-yl)methyl)thieno[2,3-b]pyridine-2-carboxylic acid ethyl ester